N1(CCCCC1)CCOC1CN(CC1)C=1C=2C(N=CN1)=NN(C2)C=2C(NC(NC2)=O)=O 5-[4-[3-[2-(1-Piperidyl)ethoxy]pyrrolidin-1-yl]pyrazolo[3,4-d]pyrimidin-2-yl]-1H-pyrimidine-2,4-dione